COCCCCC1=CN=C(C(=N1)N1CCC(CC1)C(=O)O)C1=CC=C(C=C1)OCCOC 1-(6-(4-methoxybutyl)-3-(4-(2-methoxyethoxy)phenyl)pyrazin-2-yl)piperidine-4-carboxylic acid